3-chloro-N-((3aR,5s,6aS)-2-(5-(3-cyano-6-ethoxypyrazolo[1,5-a]pyridin-4-yl)pyridin-2-yl)-5-methyl-octahydrocyclopenta[c]pyrrol-5-yl)-5-fluoropyridineamide ClC=1C(=NC=C(C1)F)C(=O)NC1(C[C@@H]2[C@@H](CN(C2)C2=NC=C(C=C2)C=2C=3N(C=C(C2)OCC)N=CC3C#N)C1)C